(S)-(5-oxo-5-(3,4,5-trifluorophenyl)pentan-2-yl)carbamic acid t-butyl ester C(C)(C)(C)OC(N[C@@H](C)CCC(C1=CC(=C(C(=C1)F)F)F)=O)=O